(2S,5R)-6-((tert-butyldimethylsilyl)oxy)-7-oxo-1,6-diazabicyclo[3.2.1]octane-2-carboximidamide [Si](C)(C)(C(C)(C)C)ON1[C@@H]2CC[C@H](N(C1=O)C2)C(N)=N